C(C)N1N=C(C(=C1)C1=C(C=CC=C1F)[C@H]1C2=C(CN(C1)C(\C=C\CNC(C)C)=O)SC(=C2)C#N)C(F)(F)F (S,E)-4-(2-(1-Ethyl-3-(trifluoromethyl)-1H-pyrazol-4-yl)-3-fluorophenyl)-6-(4-(isopropylamino)but-2-enoyl)-4,5,6,7-tetrahydrothieno[2,3-c]pyridine-2-carbonitrile